octadeca-7,15-diene CCCCCCC=CCCCCCCC=CCC